3-[1-[4-[8-chloro-7-[(2-methyl-3H-benzimidazol-5-yl)oxy]quinoxalin-2-yl]pyrazol-1-yl]-1-methyl-ethyl]cyclobutanol ClC=1C(=CC=C2N=CC(=NC12)C=1C=NN(C1)C(C)(C)C1CC(C1)O)OC1=CC2=C(N=C(N2)C)C=C1